8-fluoro-2,3-dihydropyrrolo[1,2-d][1,2,4]triazine-1,4-dione FC=1C=CN2C(NNC(C21)=O)=O